3-Ethyl-5,8-dihydro-6H-pyrano[3,4-b]pyridin-5-amine dihydrochloride salt Cl.Cl.C(C)C=1C=C2C(=NC1)COCC2N